5-(8-((2S,2S)-2-(2-(trifluoromethyl)quinolin-6-yl)cyclopropyl)imidazo[1,2-b]pyridazin-6-yl)pyrimidine-2,4(1H,3H)-dione FC(C1=NC2=CC=C(C=C2C=C1)[C@@H]1C(C1)C=1C=2N(N=C(C1)C=1C(NC(NC1)=O)=O)C=CN2)(F)F